2-(3-Pyridylmethyl)-3-[6-(1H-pyrrol-2-yl)pyridazin-3-yl]oxy-quinuclidine N1=CC(=CC=C1)CC1N2CCC(C1OC=1N=NC(=CC1)C=1NC=CC1)CC2